2-methyl-5-(2-oxo-3-bornylidenemethyl)benzenesulphonic acid CC1=C(C=C(C=C1)C=C1C(C2(CCC1C2(C)C)C)=O)S(=O)(=O)O